5-(3-(3-Chloro-5-phenethoxyphenyl)-2-oxo-2H-[1,3'-bipyridin]-5-yl)pyrimidine-2,4(1H,3H)-dione ClC=1C=C(C=C(C1)OCCC1=CC=CC=C1)C=1C(N(C=C(C1)C=1C(NC(NC1)=O)=O)C=1C=NC=CC1)=O